OCCOC1=C(C=CC=C1)C1CCC(CC1)C1=C(C=CC=C1)OCCO 1,4-bis((2-hydroxyethoxy)phenyl)cyclohexane